(5R)-5-ethyl-5-methyl-3-(2-spiro[1H-isobenzofuran-3,1'-cyclobutane]-5-yloxypyrimidin-5-yl)imidazolidine-2,4-dione C(C)[C@@]1(C(N(C(N1)=O)C=1C=NC(=NC1)OC=1C=C2C(=CC1)COC21CCC1)=O)C